C(C1=CC=CC=C1)OC1=NC(=CC=C1N1C(N(C2=C1C=CC(=C2)CC2=CC=C(C=C2)CC(=O)O)C)=O)OCC2=CC=CC=C2 2-[4-[[1-(2,6-dibenzyloxy-3-pyridyl)-3-methyl-2-oxo-benzimidazol-5-yl]methyl]phenyl]acetic acid